ClC=1C(=C(C(=CC1)N1N=NN=C1)C=1C=CC(=[N+](C1)[O-])C(CCOC(F)F)N1N=CC(=C1)C1=CC(=NC=C1)C#N)F 5-(3-Chloro-2-fluoro-6-(1H-tetrazol-1-yl)phenyl)-2-(1-(4-(2-cyanopyridin-4-yl)-1H-pyrazol-1-yl)-3-(difluoromethoxy)propyl)pyridine 1-oxide